2-(4-bromophenyl)-4,6-dimethoxybenzofuran-3(2H)-one BrC1=CC=C(C=C1)C1OC2=C(C1=O)C(=CC(=C2)OC)OC